CC1(OB(OC1(C)C)[C@@H]1[C@H](C1)C1=CC=C(C(=O)OC)C=C1)C |r| racemic-methyl 4-((1S,2S)-2-(4,4,5,5-tetramethyl-1,3,2-dioxaborolan-2-yl)cyclopropyl)benzoate